4-(2-amino-2-methylpropanoyl)-N-(1-(4-((4-aminoazepan-1-yl)methyl)cyclohex-1-en-1-yl)-2-oxo-1,2-dihydropyrimidin-4-yl)piperazine-1-carboxamide NC(C(=O)N1CCN(CC1)C(=O)NC1=NC(N(C=C1)C1=CCC(CC1)CN1CCC(CCC1)N)=O)(C)C